C(C)(C)(C)OC(=O)N[C@@H]1C[C@H]([C@@H](C1)C(=O)O)C1=CC=C(C=C1)Cl |o1:8,10,11| rel-(1R,2R,4R)-4-(tert-butoxycarbonylamino)-2-(4-chlorophenyl)cyclopentanecarboxylic acid